O1C=NC=2N=CN=CC21 [1,3]oxazolo[4,5-d]pyrimidine